C(C1=CC=CC=C1)N1C(=NC=C1C1=CSC=C1)C(=O)C1=CSC=C1 (1-benzyl-5-(thiophen-3-yl)-1H-imidazol-2-yl)(thiophen-3-yl)methanone